C(C(=C)CC(=O)[O-])(=O)[O-] Itaconat